3-(6-(6-Oxooctahydro-2H-pyrido[1,2-a]pyrazin-2-yl)pyridin-2-yl)imidazo[1,2-a]pyrazine-6-carboxamide O=C1CCCC2N1CCN(C2)C2=CC=CC(=N2)C2=CN=C1N2C=C(N=C1)C(=O)N